3-(pentafluoro-lambda6-sulfanyl)aniline potassium tertbutoxide CC(C)(C)[O-].[K+].FS(C=1C=C(N)C=CC1)(F)(F)(F)F